(1R,2S)-1-hydroxy-2-((S)-5H-imidazo[5,1-a]isoindol-5-yl)-8-thiaspiro[4.5]decane 8,8-dioxide O[C@@H]1[C@@H](CCC12CCS(CC2)(=O)=O)[C@@H]2N1C(C3=CC=CC=C23)=CN=C1